N1=CC=C2N1C1=CC=CC=C1NC2=O pyrazolo[1,5-a]quinoxalin-4(5H)-one